ClC1=CC2=C(NCCCC2=O)C=C1 7-chloro-1,2,3,4-tetrahydrobenzo[B]azepin-5-one